(3-methylpyrrolidin-3-yl)-4-[3-[2-(cyclopropoxy)-3-pyridyl]pyrazolo[1,5-a]pyrimidin-5-yl]piperazine-1-carboxylate CC1(CNCC1)OC(=O)N1CCN(CC1)C1=NC=2N(C=C1)N=CC2C=2C(=NC=CC2)OC2CC2